(2R)-4-[2-(3,4-dichlorophenoxy)acetamido]-2-hydroxy-N-{[4-(trifluoromethyl)phenyl]methyl}bicyclo[2.2.2]octane-1-carboxamide ClC=1C=C(OCC(=O)NC23C[C@H](C(CC2)(CC3)C(=O)NCC3=CC=C(C=C3)C(F)(F)F)O)C=CC1Cl